(2-aminoquinoline-5-sulfonyl)-2-(2-methoxy-5-methylphenyl)-4-(2-methoxyphenyl)oxolane NC1=NC=2C=CC=C(C2C=C1)S(=O)(=O)C1(OCC(C1)C1=C(C=CC=C1)OC)C1=C(C=CC(=C1)C)OC